4-[(4R,9aS)-4-methyl-1,3,4,6,7,8,9,9a-octahydropyrazino[1,2-a]pyrazin-2-yl]-1-methyl-1,8-naphthyridin-2-one C[C@@H]1CN(C[C@H]2N1CCNC2)C2=CC(N(C1=NC=CC=C21)C)=O